NCC1C(NC(C(NCC(OC(C(C(N(C(C(NC(C(N1)=O)C(C)CC)=O)CCC(F)(F)F)C)=O)C)CCCCCCCCCC)=O)=O)C(C)O)=O 9-(aminomethyl)-19-decyl-6-(1-hydroxyethyl)-16,18-dimethyl-12-sec-butyl-15-(3,3,3-trifluoropropyl)-1-oxa-4,7,10,13,16-pentazacyclononadecane-2,5,8,11,14,17-hexone